4,4'-dinitrodiphenyl sulfide C1=CC(=CC=C1[N+](=O)[O-])SC2=CC=C(C=C2)[N+](=O)[O-]